5-bromo-2-(piperidin-4-ylamino)nicotinonitrile BrC=1C=NC(=C(C#N)C1)NC1CCNCC1